[N+](=O)([O-])C1=CC=C(C=C1)N1N=CC=C1 1-(4-nitrophenyl)-1H-pyrazole